FC1=CC=C(CN2N=CC(=C2)C(=O)N2CC3(CN(C3)C(=O)OC(C)(C)C)[C@@H](C2)C(=O)OC)C=C1 2-(Tert-butyl) 8-methyl (S)-6-(1-(4-fluorobenzyl)-1H-pyrazole-4-carbonyl)-2,6-diazaspiro[3.4]octane-2,8-dicarboxylate